N-(2-Cyanopyridin-4-yl)-3-(3,4-difluoro-2-methoxyphenyl)-4,5-dimethyl-5-(trifluoromethyl)tetrahydrofuran-2-carboxamide C(#N)C1=NC=CC(=C1)NC(=O)C1OC(C(C1C1=C(C(=C(C=C1)F)F)OC)C)(C(F)(F)F)C